1-(3-(5-chloro-2-(piperidin-4-ylamino)pyrimidin-4-yl)phenyl)pyridin-2(1H)-one ClC=1C(=NC(=NC1)NC1CCNCC1)C=1C=C(C=CC1)N1C(C=CC=C1)=O